COC1=NC2=CC=CC=C2C=C1CC1=CC=C(C=C1)C1[C@@H](COC1)O (S)-4-(4-((2-methoxyquinolin-3-yl)methyl)phenyl)tetrahydrofuran-3-ol